C1(CCCCC1)CN1N=C2C=C(C(=CC2=C1)OC1=C(C=C(C=C1)F)F)C(=O)NCCCN(C)C 2-(cyclohexylmethyl)-5-(2,4-difluorophenoxy)-N-(3-(dimethylamino)propyl)-2H-indazole-6-carboxamide